(R)-6-bromo-N,N-dimethyl-chroman-4-amine BrC=1C=C2[C@@H](CCOC2=CC1)N(C)C